ClC=1C=CC2=C(CCC=3C(=NC=CC3)C2=C2CCN(CC2)CC(CN2C(C3[C@H]4CC[C@@H](C3C2=O)C4)=O)O)C1 (4R,7S)-2-(3-(4-(8-chloro-5,6-dihydro-11H-benzo[5,6]cyclohepta[1,2-b]pyridin-11-ylidene)piperidin-1-yl)-2-hydroxypropyl)hexahydro-1H-4,7-methanoisoindole-1,3(2H)-dione